FC(C=1C=C(C=C(C1)C(F)(F)F)CCO)(F)F 2-(3,5-bis(trifluoromethyl)phenyl)ethan-1-ol